(4S)-4-methyl-2-phenyl-1,3-dioxan C[C@@H]1OC(OCC1)C1=CC=CC=C1